tert-butyl (3R)-3-(hydroxymethyl)-2-azabicyclo[3.1.0]hexane-2-carboxylate OC[C@@H]1N(C2CC2C1)C(=O)OC(C)(C)C